(R)-1-(1-benzylpyrrolidine-3-yl)-3-(4-chlorophenyl)thiourea C(C1=CC=CC=C1)N1C[C@@H](CC1)NC(=S)NC1=CC=C(C=C1)Cl